benzylsulfonium triflate [O-]S(=O)(=O)C(F)(F)F.C(C1=CC=CC=C1)[SH2+]